N(C(=N)N)CC(=O)[O-].[Mg+2].BrC1=CC=CC=C1.N(C(=N)N)CC(=O)[O-] 4-bromobenzene Magnesium Guanidinoacetat